C1(=CC=CC=C1)C(=C)C=1C=C(C=CC1)CO (3-(1-Phenylvinyl)phenyl)methanol